(S)-methyl 2-(4-(N-((2-amino-4-oxo-3,4-dihydropteridin-6-yl)methyl)-2,2,2-trifluoroacetamido)benzamido)-5-((2-(2-(2-aminoethoxy) ethoxy)ethyl) amino)-5-oxopentanoate NC1=NC2=NC=C(N=C2C(N1)=O)CN(C(C(F)(F)F)=O)C1=CC=C(C(=O)N[C@H](C(=O)OC)CCC(=O)NCCOCCOCCN)C=C1